C(C)C1=NN=C(S1)NC(=O)N1C2CCC1CC=1C(=NC=CC12)F (±)-N-(5-ethyl-1,3,4-thiadiazol-2-yl)-1-fluoro-6,7,8,9-tetrahydro-5H-5,8-epimino-cyclohepta[c]pyridine-10-carboxamide